C(C)(C)(C)OC(=O)N(C1CC2=C(OC1)C(=C(S2)C(=O)O)I)CC2=C(C=C(C=C2)OC)OC 6-[tert-butoxycarbonyl-[(2,4-dimethoxyphenyl)methyl]amino]-3-iodo-6,7-dihydro-5H-thieno[3,2-b]pyran-2-carboxylic acid